4-fluoro-1-benzofuran-7-Carbonyl chloride FC1=CC=C(C2=C1C=CO2)C(=O)Cl